trans-4-((4-(2-Cyclopropyloxazol-4-yl)pyridine-2-yl)((trans-4-(5-methoxy-6-methylpyridin-2-yl)cyclohexyl)methyl)carbamoyl)cyclohexyl cyclopropylcarbamate C1(CC1)NC(O[C@@H]1CC[C@H](CC1)C(N(C[C@@H]1CC[C@H](CC1)C1=NC(=C(C=C1)OC)C)C1=NC=CC(=C1)C=1N=C(OC1)C1CC1)=O)=O